tert-butyl 4-[[5-[8-chloro-7-[2-methyl-3-(2-trimethylsilylethoxymethyl)benzimidazol-5-yl]oxy-quinoxalin-2-yl]isoxazol-3-yl]methyl]piperidine-1-carboxylate ClC=1C(=CC=C2N=CC(=NC12)C1=CC(=NO1)CC1CCN(CC1)C(=O)OC(C)(C)C)OC1=CC2=C(N=C(N2COCC[Si](C)(C)C)C)C=C1